2-(4-amino-3,5-dimethyl-phenyl)-4,4-dideuterio-6-fluoro-1H-isoquinolin-3-one NC1=C(C=C(C=C1C)N1CC2=CC=C(C=C2C(C1=O)([2H])[2H])F)C